C(C=CC=C)(=O)OC methyl 2,4-pentadienoate